4-Bromo-2-(methoxymethoxy)benzaldehyde BrC1=CC(=C(C=O)C=C1)OCOC